N-((6-(4-Amino-4-(trifluoromethyl)piperidin-1-yl)pyridin-2-yl)sulfonyl)-1-(2-cyclohexyl-5-methylphenoxy)cyclopropanecarboxamide NC1(CCN(CC1)C1=CC=CC(=N1)S(=O)(=O)NC(=O)C1(CC1)OC1=C(C=CC(=C1)C)C1CCCCC1)C(F)(F)F